The molecule is an acyl-CoA resulting from the formal condensation of the thiol group of coenzyme A with the carboxy group of 3-[(3aS,4S,5R,7aS)-5-hydroxy-7a-methyl-1,5-dioxo-octahydroinden-4-yl]propanoic acid. It derives from a 3-[(3aS,4S,5R,7aS)-5-hydroxy-7a-methyl-1,5-dioxo-octahydroinden-4-yl]propanoic acid. It is a conjugate acid of a 3-[(3aS,4S,5R,7aS)-5-hydroxy-7a-methyl-1,5-dioxo-octahydroinden-4-yl]propanoyl-CoA(4-). C[C@]12CC[C@H]([C@H]([C@@H]1CCC2=O)CCC(=O)SCCNC(=O)CCNC(=O)[C@@H](C(C)(C)COP(=O)(O)OP(=O)(O)OC[C@@H]3[C@H]([C@H]([C@@H](O3)N4C=NC5=C(N=CN=C54)N)O)OP(=O)(O)O)O)O